NC=1C=C2CC(CC2=CC1)(C(C)C)N1C(NC(C1)C(F)(F)F)=O 1-(5-amino-2-isopropyl-2,3-dihydro-1H-inden-2-yl)-4-(trifluoromethyl)imidazolidin-2-one